NC=1C=C(C(=NC1)C1=C(C=2N=CN=C(C2N1C1=CC(=C(C=C1)OCC1=CC=CC=C1)F)O)C=C)C 6-(5-amino-3-methylpyridin-2-yl)-5-[4-(benzyloxy)-3-fluorophenyl]-7-vinyl-5H-pyrrolo[3,2-d]pyrimidin-4-ol